tert-butyl (Z)-3-(N'-hydroxycarbamoyl)-3-isopropylazetidine-1-carboxylate ONC(=O)C1(CN(C1)C(=O)OC(C)(C)C)C(C)C